COC(NC=1N=C(C2=C(N1)C=NN2CC=2C=NC(=CC2OC)Cl)NCCCC)=O (7-(butylamino)-1-((6-chloro-4-methoxypyridin-3-yl)methyl)-1H-pyrazolo[4,3-d]Pyrimidin-5-yl)carbamic acid methyl ester